FC1=C(OC=2C=CC=3N(N2)C=NC(C3C=3C=C(C(=O)OC)C=CC3OC)=O)C=CC(=C1)F methyl 3-[2-(2,4-difluorophenoxy)-6-oxo-pyrimido[1,6-b]pyridazin-5-yl]-4-methoxybenzoate